tert-Butyl 3-amino-5-[4-[(cyclopropanecarbonylamino)methyl]-2-methoxy-phenyl]pyrazole-1-carboxylate NC1=NN(C(=C1)C1=C(C=C(C=C1)CNC(=O)C1CC1)OC)C(=O)OC(C)(C)C